NCCS(=O)(=O)O.N[C@@H](CCCN)C(=O)O L-ornithine-taurine salt